CN1C=COC(=C1)CO (4-methyl-1,4-oxazin-6-yl)methanol